allyl (tert-butoxycarbonyl)-D-cysteinate C(C)(C)(C)OC(=O)N[C@H](CS)C(=O)OCC=C